COC1=C(CC2(CC2)C(C(=O)N)C2N(CCCC2)C)C=CC=C1 (1-(2-methoxybenzyl)cyclopropyl)-2-(1-methylpiperidin-2-yl)acetamide